FC(C(=O)C(C(C)=O)(F)F)F.[Pd+2] palladium (II) tetrafluoro-acetyl-acetone